C(C)OC(=O)C1=CC(=NO1)CCO 3-(2-hydroxyethyl)isoxazole-5-carboxylic acid ethyl ester